C(C)(C)(C)OC(=O)N1N=C(C2=CC(=C(C=C12)OCCOC)F)I 5-Fluoro-3-iodo-6-(2-methoxyethoxy)-1H-indazole-1-carboxylic acid tert-butyl ester